BrC=1C(=C(C=CC1F)NS(=O)(=O)C=1C(=NC=CC1)OC)F N-(3-bromo-2,4-difluorophenyl)-2-methoxypyridine-3-sulfonamide